N-(6-Acetylbenzo[d][1,3]dioxol-5-yl)-2-bromopropionamide C(C)(=O)C=1C(=CC2=C(OCO2)C1)NC(C(C)Br)=O